N1(CCNCC1)CC1CCN(CC1)CC(=O)OCC ethyl 2-(4-(piperazin-1-ylmethyl)piperidin-1-yl)acetate